NC1(CC2CCC(C1)N2C=2N(C(C1=C(N2)NC=C1C1=C(C2=CN(N=C2C=C1)CC)Cl)=O)C)C 2-(Endo-3-amino-3-methyl-8-azabicyclo[3.2.1]oct-8-yl)-5-(4-chloro-2-ethyl-2H-indazol-5-yl)-3-methyl-3,7-dihydro-4H-pyrrolo[2,3-d]pyrimidin-4-one